L(+)-ornithine monohydrochloride Cl.N[C@@H](CCCN)C(=O)O